Ethyl 5-(3-oxa-6-azabicyclo[3.1.1]heptan-6-yl)pyrazolo[1,5-a]pyrimidine-3-carboxylate C12COCC(N1C1=NC=3N(C=C1)N=CC3C(=O)OCC)C2